8-chloro-3-(2,3-dichlorophenyl)imidazo[1,5-a]pyrazine-1-methanol ClC=1C=2N(C=CN1)C(=NC2CO)C2=C(C(=CC=C2)Cl)Cl